4-[2-(2,4,6-trifluorophenoxymethyl)phenyl]-piperidine FC1=C(OCC2=C(C=CC=C2)C2CCNCC2)C(=CC(=C1)F)F